N-[[(2S)-2-(3-cyanophenyl)oxetan-2-yl]methyl]-2-norbornan-2-yl-acetamide C(#N)C=1C=C(C=CC1)[C@]1(OCC1)CNC(CC1C2CCC(C1)C2)=O